C(C)[C@H]1CN(CCC1)C(=O)[O-] (R)-3-ethylpiperidine-1-carboxylate